α,α-difluoro-3,5-bis(trifluoromethyl)-benzenepropanoic acid FC(C(=O)O)(CC1=CC(=CC(=C1)C(F)(F)F)C(F)(F)F)F